(S)-2-(1-Isopropyl-3-methyl-7-oxo-1,7-dihydro-6H-pyrazolo[3,4-d]pyridazin-6-yl)-N-(1-(5-(trifluoromethyl)pyridin-2-yl)ethyl)acetamid C(C)(C)N1N=C(C2=C1C(N(N=C2)CC(=O)N[C@@H](C)C2=NC=C(C=C2)C(F)(F)F)=O)C